5-[3-(2-carboxy-4-oxochromen-5-yl)oxy-2-hydroxypropoxy]-4-oxochromen-2-carboxylic acid C(=O)(O)C=1OC2=CC=CC(=C2C(C1)=O)OCC(COC1=C2C(C=C(OC2=CC=C1)C(=O)O)=O)O